C(CCCCCCCC)(=O)O.O=C[C@H](O)[C@@H](O)[C@H](O)CO xylose pelargonate